(10As)-9-(hydroxymethyl)-6,6-dimethyl-3-(2-methyloctan-2-yl)-6a,7,10,10a-tetrahydrobenzo[c]chromen-1-ol OCC=1C[C@H]2C(C(OC=3C=C(C=C(C23)O)C(C)(CCCCCC)C)(C)C)CC1